3-(4-acetamido-N-methylbenzamido)phenyl sulfurofluoridate S(OC1=CC(=CC=C1)N(C(C1=CC=C(C=C1)NC(C)=O)=O)C)(=O)(=O)F